4-(4-(3,8-Diazabicyclo[3.2.1]oct-3-yl)-2-(((2S,4R)-4-methoxy-1-methylpyrrolidin-2-yl)methoxy)-5,8-dihydropyrido[3,4-d]pyrimidin-7(6H)-yl)-5-bromonaphthalen-2-ol C12CN(CC(CC1)N2)C=2C1=C(N=C(N2)OC[C@H]2N(C[C@@H](C2)OC)C)CN(CC1)C1=CC(=CC2=CC=CC(=C12)Br)O